[(S)-1-(tert-Butyl-dimethyl-silanyloxymethyl)-9-oxo-8,9-dihydro-7H-6-oxa-9a-aza-benzo[cd]azulen-8-yl]-carbamic acid tert-butyl ester C(C)(C)(C)OC(N[C@H]1COC=2C3=C(C=C(N3C1=O)C(O[SiH2]C(C)(C)C)(C)C)C=CC2)=O